C(C)(C)(C)OC(C1=C(C=CC(=C1)I)Br)=O 2-bromo-5-iodobenzoic acid tert-butyl ester